OC(CC(=O)OCC(C)C)CO isobutyl 3,4-dihydroxybutyrate